4-(2-((5-(5-(difluoromethyl)-1,3,4-oxadiazole-2-yl)pyridine-2-yl)methyl)-4,4-dimethyl-1,3-dioxo-1,2,3,4-tetrahydroisoquinoline-6-yl)piperidine-1-carboxylate FC(C1=NN=C(O1)C=1C=CC(=NC1)CN1C(C2=CC=C(C=C2C(C1=O)(C)C)C1CCN(CC1)C(=O)[O-])=O)F